C(C=1C(O)=CC=CC1)(=O)OCC(CC)C 2-METHYLBUTYL SALICYLATE